7-(3-((1R,5S,6S)-6-((3-ethoxy-3-oxo-1-phenylpropyl)amino)-3-azabicyclo[3.1.0]Hex-3-yl)propyl)-3,4-dihydro-1,8-naphthyridine-1(2H)-carboxylic acid tert-butyl ester C(C)(C)(C)OC(=O)N1CCCC2=CC=C(N=C12)CCCN1C[C@@H]2C([C@@H]2C1)NC(CC(=O)OCC)C1=CC=CC=C1